FC(CP(OCC)(OC)=O)(F)F ethyl methyl (2,2,2-trifluoroethyl)phosphonate